(4-ethyl-phenyl)-5,6,7,8-tetrahydropyrido[1,2-a]purin C(C)C1=CC=C(C=C1)C=1N=C2N=C3N(C=C2N1)CCCC3